N-(2-((2-(2-ethyl-7-methylquinoxalin-5-yl)-4-methylbenzo[d]thiazol-6-yl)oxy)ethyl)-4-fluorobenzenesulfonamide C(C)C1=NC2=CC(=CC(=C2N=C1)C=1SC2=C(N1)C(=CC(=C2)OCCNS(=O)(=O)C2=CC=C(C=C2)F)C)C